OCC(C(O)O)(C)C 2-(hydroxymethyl)-2-methyl-propanediol